C(C)(=O)C1=C(C2=C(N=CN=C2N)N1C1(CC1)C)C(=O)NC1=CC=C(C=C1)COC 6-acetyl-4-amino-N-(4-(methoxymethyl)phenyl)-7-(1-methylcyclopropyl)-7H-pyrrolo[2,3-d]pyrimidine-5-carboxamide